The molecule is a beta-D-glucoside that is egonol in which the hydroxy hydrogen has been replaced by a beta-D-glucosyl residue. It has a role as a rat metabolite, a mouse metabolite, a plant metabolite and a fungal metabolite. It is a beta-D-glucoside, a member of 1-benzofurans, an aromatic ether, a member of benzodioxoles, a biaryl and a monosaccharide derivative. It derives from an egonol. COC1=CC(=CC2=C1OC(=C2)C3=CC4=C(C=C3)OCO4)CCCO[C@H]5[C@@H]([C@H]([C@@H]([C@H](O5)CO)O)O)O